(3S,3'S)-1,1'-(((((2,2'-dimethyl-[1,1'-biphenyl]-3,3'-diyl)bis(azanediyl))bis(carbonyl))bis(4-cyclopropylpyridine-6,3-diyl))bis(methylene))bis(pyrrolidine-3-carboxylic acid) CC1=C(C=CC=C1NC(=O)C1=CC(=C(C=N1)CN1C[C@H](CC1)C(=O)O)C1CC1)C1=C(C(=CC=C1)NC(=O)C1=CC(=C(C=N1)CN1C[C@H](CC1)C(=O)O)C1CC1)C